CN([C@H]1[C@@H](CCCC1)N)C trans-(1R,2R)-N,N-dimethyl-1,2-cyclohexanediamine